(2S,4r)-1-[(2S)-2-(4-cyclopropyl-triazol-1-yl)-3,3-dimethyl-butyryl]-4-hydroxy-N-[2-(1-methyl-triazol-4-yl)tetrahydrofuran-3-yl]pyrrolidine-2-carboxamide C1(CC1)C=1N=NN(C1)[C@H](C(=O)N1[C@@H](C[C@H](C1)O)C(=O)NC1C(OCC1)C=1N=NN(C1)C)C(C)(C)C